C(C)(C)(C)OC(=O)N1CCC(CC1)(COS(=O)(=O)C)C=1C=C2C=NN(C2=CC1)C1=CC(=C(C(=C1)OCOC)F)F 4-(1-(3,4-difluoro-5-(methoxymethoxy)phenyl)-1H-indazol-5-yl)-4-(((methylsulfonyl)oxy)methyl)piperidine-1-carboxylic acid tert-butyl ester